Methyl 4-amino-2-(4,4-difluoropiperidin-1-yl)benzoate NC1=CC(=C(C(=O)OC)C=C1)N1CCC(CC1)(F)F